C1(CC1)C1=NN(C(=C1)NC(CC1=NN(C=C1)C1=CC(=C(C=C1)F)F)=O)C(=O)OC(C)(C)C Tert-butyl 3-cyclopropyl-5-(2-(1-(3,4-difluorophenyl)-1H-pyrazol-3-yl)acetamido)-1H-pyrazole-1-carboxylate